N1N=CC(=C1)C1=CC(=NC(=C1)C)C 4-(1H-pyrazol-4-yl)-2,6-lutidine